Fluorocarbonic acid vinyl ester C(=C)OC(=O)F